1-[1-methyl-6-[1-[rac-(2s)-3-[4-[4-(aminomethyl)-3-methyl-phenyl]pyrrolo[2,1-f][1,2,4]triazin-6-yl]oxy-2-fluoro-propyl]-4-piperidyl]indazol-3-yl]hexahydropyrimidine-2,4-dione CN1N=C(C2=CC=C(C=C12)C1CCN(CC1)C[C@@H](COC=1C=C2C(=NC=NN2C1)C1=CC(=C(C=C1)CN)C)F)N1C(NC(CC1)=O)=O |r|